BrC1=NC=2N(C(NC(C2N1CC#CC)=O)=O)C 8-bromo-7-(2-butynyl)-3-methyl-1H-purine-2,6(3H,7H)-dione